C(C)OCOCCCC(CC(C)[Mg]Cl)C 6-ethoxymethoxy-1,3-dimethylhexylmagnesium chloride